[C@@H]12NC[C@@H]([C@H](C1)OC1=NC=CC3=CC(=C(C=C13)OC(C)C)C(=O)N)C2 1-[(1s,4s,5s)-2-azabicyclo[2.2.1]hept-5-yloxy]-7-(prop-2-yloxy)isoquinoline-6-carboxamide